ClC1=C(C=C(C(=NO)N)C=C1)F 4-chloro-3-fluoro-N'-hydroxy-benzamidine